1-(4-(9-(2-(1,3-dioxolan-2-yl)ethyl)-6-morpholinyl-9H-purin-2-yl)phenyl)-3-(4-(bromoethyl)phenyl)urea O1C(OCC1)CCN1C2=NC(=NC(=C2N=C1)N1CCOCC1)C1=CC=C(C=C1)NC(=O)NC1=CC=C(C=C1)CCBr